4-[1-[3-pyrimidin-5-yl-1-(2-trimethylsilylethoxymethyl)pyrrolo[2,3-b]pyridin-4-yl]-3-piperidinyl]piperazine-1-carboxylic acid tert-butyl ester C(C)(C)(C)OC(=O)N1CCN(CC1)C1CN(CCC1)C1=C2C(=NC=C1)N(C=C2C=2C=NC=NC2)COCC[Si](C)(C)C